4-(6-(2-(2-isopropylphenyl)pyrrolidin-1-yl)-2-azaspiro[3.3]hept-2-yl)benzoic acid methyl ester COC(C1=CC=C(C=C1)N1CC2(C1)CC(C2)N2C(CCC2)C2=C(C=CC=C2)C(C)C)=O